3,11-dioctyl-dinaphtho[2,3-d:2',3'-d']benzo[1,2-b:4,5-b']dithiophene C(CCCCCCC)C1=CC2=CC3=C(C=4C(S3)=CC3=C(SC5=C3C=C3C=CC(=CC3=C5)CCCCCCCC)C4)C=C2C=C1